(R)-2-(3-((1,3-dihydroxypropan-2-yl)amino)-1-phenylpropoxy)-6-methyl-nicotinonitrile OCC(CO)NCC[C@@H](OC1=C(C#N)C=CC(=N1)C)C1=CC=CC=C1